CS(=O)(=O)OCOS(=O)(=O)C Methylene bis(methanesulfonate)